CN(C)CC1=C(C(=C(C=C1)O)CN(C)C)CN(C)C Tri(Dimethylaminomethyl)phenol